(S)-2-amino-N-((S)-1-(((S)-4-ethyl-4-hydroxy-3-oxo-14-thioxo-3,4,12,14-tetrahydro-1H-pyrano[3',4':6,7]indolizino[1,2-b]quinolin-8-yl)amino)-1-oxopropan-2-yl)propenamide NC(C(=O)N[C@H](C(=O)NC=1C=CC=2C=C3C(=NC2C1)C1=CC2=C(C(N1C3)=S)COC([C@]2(O)CC)=O)C)=C